FC=1C=C(C=CC1)N1C(=CC2=C1C=C1C=NN(C1=C2)C(C(C)(C)C)=O)C2CCOCC2 1-[5-(3-fluorophenyl)-6-tetrahydropyran-4-yl-pyrrolo[2,3-f]indazol-1-yl]-2,2-dimethyl-propan-1-one